[Na+].C1(=CC=CC=C1)C(C(=O)[O-])C phenylpropionic acid, monosodium salt